5,10,15,20-tetra(4-ethynylphenyl)porphyrin iron [Fe].C(#C)C1=CC=C(C=C1)C=1C2=CC=C(N2)C(=C2C=CC(C(=C3C=CC(=C(C=4C=CC1N4)C4=CC=C(C=C4)C#C)N3)C3=CC=C(C=C3)C#C)=N2)C2=CC=C(C=C2)C#C